[N+](=[N-])=CC(CC[C@@H](C(=O)OC(C)C)NC([C@H](C1=CN=CN1)O)=O)=O isopropyl (S)-6-diazo-2-((S)-2-hydroxy-2-(1H-imidazol-5-yl)acetamido)-5-oxohexanoate